C12(CC3CC(CC(C1)C3)C2)P(CCCC)C23CC1CC(CC(C2)C1)C3 di-1-adamantyl-(butyl)phosphine